C(C)(C)(C)OC(NCCC1=C(C(=CC(=C1)C(NC)=O)F)N)=O (2-amino-3-fluoro-5-(methylcarbamoyl)phenethyl)carbamic acid tert-butyl ester